tert-butyl N-[(1S)-1-{3-[1-(2H3)methyl-4-[(2R)-2-methylbut-3-enamido]-1H-pyrazol-5-yl]phenyl}but-3-en-1-yl]carbamate C(N1N=CC(=C1C=1C=C(C=CC1)[C@H](CC=C)NC(OC(C)(C)C)=O)NC([C@@H](C=C)C)=O)([2H])([2H])[2H]